5,10,15,20-tetrakis(4-carboxyphenyl)porphyrin C(=O)(O)C1=CC=C(C=C1)C=1C2=CC=C(N2)C(=C2C=CC(C(=C3C=CC(=C(C=4C=CC1N4)C4=CC=C(C=C4)C(=O)O)N3)C3=CC=C(C=C3)C(=O)O)=N2)C2=CC=C(C=C2)C(=O)O